N1(CCCCC1)C(C(O)(C1=CC=CC=C1)C1=CC=CC=C1)C1=CC=CC=C1 2-piperidinyl-1,1,2-triphenylethanol